(R)-10-((5-chloro-2-(3,3-dioxido-3-thia-8-azabicyclo[3.2.1]octan-8-yl)pyrimidin-4-yl)amino)-2-cyclopropyl-7-methyl-1,2,3,4-tetrahydro-[1,4]oxazepino[2,3-c]quinolin-6(7H)-one ClC=1C(=NC(=NC1)N1C2CS(CC1CC2)(=O)=O)NC2=CC=1C3=C(C(N(C1C=C2)C)=O)OCC[C@@H](N3)C3CC3